N1C(C2(C3=CC=CC=C13)CCC2)=O spiro[cyclobutane-1,3'-indolin]-2'-one